2,6-dichloro-7-isopropoxyquinoline-3-carbaldehyde ClC1=NC2=CC(=C(C=C2C=C1C=O)Cl)OC(C)C